N[C@H]1CN(CCC1)C(=O)C1=NN(C(=C1)C1=CC=C(C#N)C=C1)C=1C=C2C(=NC1)N(C=C2)C (R)-4-(3-(3-Aminopiperidin-1-carbonyl)-1-(1-methyl-1H-pyrrolo[2,3-b]pyridin-5-yl)-1H-pyrazol-5-yl)benzonitril